4'-cyclohexyl-1'H-spiro[fluorene-9,2'-quinazoline] C1(CCCCC1)C1=NC2(NC3=CC=CC=C13)C1=CC=CC=C1C=1C=CC=CC12